NC1=C2C(=NC=N1)N(N=C2I)C(C)C=2OC(C1=CC=CC=C1C2C=2C=C(C=CC2)[C@@H]2N(CCC2)C(=O)OC(C)(C)C)=O tert-Butyl (2R)-2-{3-[3-(1-{4-amino-3-iodo-1H-pyrazolo[3,4-d]pyrimidin-1-yl}ethyl)-1-oxo-1H-isochromen-4-yl]phenyl}pyrrolidine-1-carboxylate